1-(11Z-eicosenoyl)-2-docosanoyl-glycero-3-phosphoserine CCCCCCCCCCCCCCCCCCCCCC(=O)O[C@H](COC(=O)CCCCCCCCC/C=C\CCCCCCCC)COP(=O)(O)OC[C@@H](C(=O)O)N